FC1=C(C(=O)NC2=C(C=C(C=C2)C(C(F)(F)F)(C(F)(F)F)F)C(F)(F)F)C=CC=C1 2-fluoro-N-(4-(perfluoropropan-2-yl)-2-(trifluoromethyl)phenyl)benzamide